CN1C=2C=CC(=NC2C(=CC1=O)N1C[C@H]([C@H](CC1)OCC1=CC=C(C=C1)OC(F)(F)F)C)C(=O)N |r| (+/-)-5-methyl-8-(cis-3-methyl-4-((4-(trifluoromethoxy)benzyl)oxy)piperidin-1-yl)-6-oxo-5,6-dihydro-1,5-naphthyridine-2-carboxamide